2-(5-{Methyl[(3R)-pyrrolidin-3-yl]amino}[1,3]thiazolo[5,4-d][1,3]thiazol-2-yl)-5-(1H-pyrazol-4-yl)pyridin-3-ol CN(C=1SC2=C(N1)SC(=N2)C2=NC=C(C=C2O)C=2C=NNC2)[C@H]2CNCC2